3,9-dioxadecane CCOCCCCCOC